P(=O)(O)(O)OP(=O)(O)O.[V] vanadium diphosphoric acid